2-(3-(trifluoromethyl)-5-vinylphenyl)acetonitrile FC(C=1C=C(C=C(C1)C=C)CC#N)(F)F